tert-butyl 4-[2-benzyloxy-4-[(2,6-dioxo-3-piperidyl) amino] phenyl]-3,6-dihydro-2H-pyridine-1-carboxylate C(C1=CC=CC=C1)OC1=C(C=CC(=C1)NC1C(NC(CC1)=O)=O)C=1CCN(CC1)C(=O)OC(C)(C)C